FC=1C=C(C=C(C1)C(C)NC1=CN=C2C(=N1)N(N=C2)C)NC(C2=CN=CC(=C2)C)=O N-(3-fluoro-5-(1-((1-methyl-1H-pyrazolo[3,4-b]pyrazin-6-yl)amino)ethyl)phenyl)-5-methylnicotinamide